2-(4-methylpiperazin-1-yl)-5-(4,4,5,5-tetramethyl-1,3,2-dioxaborolan-2-yl)2-(3,5-dimethylpiperidin-1-yl)-5-(4,4,5,5-tetramethyl-1,3,2-dioxaborolan-2-yl)pyrimidine CN1CCN(CC1)C1(N=CC(C=N1)(B1OC(C(O1)(C)C)(C)C)B1OC(C(O1)(C)C)(C)C)N1CC(CC(C1)C)C